(3S)-3-butyl-1-(4-fluorophenyl)-6-methoxy-3,4-dihydroisoquinoline C(CCC)[C@@H]1N=C(C2=CC=C(C=C2C1)OC)C1=CC=C(C=C1)F